3-methyl-5-(N-(2,4-dichlorobenzyl)-N-phenethylsulfamoyl)benzofuran-2-carboxylic acid CC1=C(OC2=C1C=C(C=C2)S(N(CCC2=CC=CC=C2)CC2=C(C=C(C=C2)Cl)Cl)(=O)=O)C(=O)O